N-(4-cyano-2-fluoro-phenyl)-5-(2-fluoro-5-methyl-phenyl)-1H-pyrrole-3-sulfonamide C(#N)C1=CC(=C(C=C1)NS(=O)(=O)C1=CNC(=C1)C1=C(C=CC(=C1)C)F)F